Tin (II) oxide [Sn]=O